3-trifluoromethylphenylalanine FC(C=1C=C(C[C@H](N)C(=O)O)C=CC1)(F)F